(9S)-9-ethyl-5-fluoro-9-hydroxy-3-(methylamino)-2,3,12,15-tetrahydro-1H,7H,13H-pyrano[3',4':6,7]indolizino[2,1-b]pyrido[3,2,1-ij]quinoline-7,10,13(9H)-trione C(C)[C@]1(C(OCC=2C(N3CC=4N5C6=C(C=C(C=C6C(C4C3=CC21)=O)F)C(CC5)NC)=O)=O)O